cis-2,5-diethyl 1-(4-methoxybenzyl)pyrrolidine-2,5-dicarboxylate COC1=CC=C(CN2[C@H](CC[C@H]2C(=O)OCC)C(=O)OCC)C=C1